C1(CC1)C1=C(OC(C(=O)N[C@@H]2[C@H](CNCC2)F)C)C=CC=C1 2-(2-cyclopropylphenoxy)-N-((3S,4S)-3-fluoropiperidin-4-yl)propanamide